1,8-octane-dithiol C(CCCCCCCS)S